(R)-2-(1-(3-chlorophenyl)-2-hydroxyethyl)-6-(2-(methylsulfonyl)pyrimidin-4-yl)isoindolin-1-one ClC=1C=C(C=CC1)[C@H](CO)N1C(C2=CC(=CC=C2C1)C1=NC(=NC=C1)S(=O)(=O)C)=O